C(C)OC(=O)C=1NC=CC1C#N 3-cyano-1H-pyrrole-2-carboxylic acid ethyl ester